The molecule is a mogroside that is mogrol in which the hydroxyl hydrogen at position 3 has been replaced by a beta-D-glucosyl residue. It has a role as a plant metabolite. It is a mogroside, a beta-D-glucoside and a monosaccharide derivative. It derives from a mogrol. C[C@H](CC[C@H](C(C)(C)O)O)[C@H]1CC[C@@]2([C@@]1(C[C@H]([C@@]3([C@H]2CC=C4[C@H]3CC[C@@H](C4(C)C)O[C@H]5[C@@H]([C@H]([C@@H]([C@H](O5)CO)O)O)O)C)O)C)C